N1(CCOCC1)CC(=O)N 2-(morpholin-4-yl)acetamide